N1=CN=C(C=C1)C=1C=2N(C=CC1)C=CN2 8-(pyrimidin-4-yl)imidazo[1,2-a]pyridin